1-(di-n-butoxymethylsilyl)-1-(tri-n-butoxysilyl)methane C(CCC)OC(OCCCC)[SiH2]C[Si](OCCCC)(OCCCC)OCCCC